C[C@@H]1N(CCN(C1)C)C(=O)C1=CC=C(C=C1)C1=CC(=CC=C1)OCC1=CC(=CC2=C1C=C(O2)C=2N=C1SC(=NN1C2)C)OC (S)-(2,4-dimethylpiperazin-1-yl)(3'-((6-methoxy-2-(2-methylimidazo[2,1-b][1,3,4]thiadiazol-6-yl)benzofuran-4-yl)methoxy)-[1,1'-biphenyl]-4-yl)methanone